N-[(1R)-1-[3-[1-[2-(dimethylamino)-2-oxo-ethyl]pyrazol-4-yl]-5-methoxy-phenyl]ethyl]-2-methyl-benzamide CN(C(CN1N=CC(=C1)C=1C=C(C=C(C1)OC)[C@@H](C)NC(C1=C(C=CC=C1)C)=O)=O)C